CSCCCN1N=CC=C1C(=O)N 2-(3-methylsulfanylpropyl)pyrazole-3-carboxamide